5-bromo-1-pentyne BrCCCC#C